6,7-dichloro-1H-indole ClC1=CC=C2C=CNC2=C1Cl